CC1CCC2=C1N=C(N=C2C2=CC=CC=C2)N2[C@H](CC2)C 7-methyl-2-[(2S)-2-methylazetidin-1-yl]-4-phenyl-6,7-dihydro-5H-cyclopenta[d]pyrimidine